cobalt myristate salt C(CCCCCCCCCCCCC)(=O)[O-].[Co+2].C(CCCCCCCCCCCCC)(=O)[O-]